(3R)-3-amino-5-[(4-chlorophenyl)methyl]-7-[5-(2,2-difluoropropylamino)-1,3,4-oxadiazol-2-yl]-1,1-dioxo-2,3-dihydro-1λ6,5-benzothiazepin-4-one N[C@H]1CS(C2=C(N(C1=O)CC1=CC=C(C=C1)Cl)C=C(C=C2)C=2OC(=NN2)NCC(C)(F)F)(=O)=O